N1(CCCCC1)S(=O)(=O)C=1C=C(C(=O)O)C=CC1NCCCCCCCC(F)(F)F 3-(1-piperidylsulfonyl)-4-(8,8,8-trifluorooctylamino)benzoic acid